FC1=CC(=CC2=CN(N=C12)C)C1=CC2=NN(C=C2S1)C1CCNCC1 7-fluoro-2-methyl-5-[2-(piperidin-4-yl)thieno[3,2-c]pyrazol-5-yl]indazole